2-(6-(Cyclopropylmethoxy)-5-(3-methoxyazetidin-1-yl)pyridinamido)-2-ethylbutyric acid C1(CC1)COC1=C(C=CC(=N1)C(=O)NC(C(=O)O)(CC)CC)N1CC(C1)OC